6-[(2S)-2-aminopropyl]-4-{[(furan-2-yl)methyl]amino}-7-methylthieno[3,2-d]pyrimidine-2-carbonitrile trifluoroacetate FC(C(=O)O)(F)F.N[C@H](CC1=C(C=2N=C(N=C(C2S1)NCC=1OC=CC1)C#N)C)C